C(C)(=O)C=1C=C(C=CC1)NC(=O)NC=1C=C2C(N(C(N(C2=CC1)CCN1CCCCC1)=O)[C@@H](COC)C)=O (R)-1-(3-acetylphenyl)-3-(3-(1-methoxypropane-2-yl)-2,4-dioxo-1-(2-(piperidin-1-yl)ethyl)-1,2,3,4-tetrahydroquinazolin-6-yl)urea